1-[4-[bis[(2,4-dimethoxyphenyl)methyl]amino]-2-butyl-6-methyl-imidazo[4,5-c]pyridin-1-yl]-2-methyl-propan-2-ol COC1=C(C=CC(=C1)OC)CN(C1=NC(=CC2=C1N=C(N2CC(C)(O)C)CCCC)C)CC2=C(C=C(C=C2)OC)OC